N-(3-((3,5-dimethyl-4-oxo-3,4-dihydroquinazolin-6-yl)amino)-2,5-difluorophenyl)-N-((2-(trimethylsilyl)ethoxy)methyl)propane-1-sulfonamide CN1C=NC2=CC=C(C(=C2C1=O)C)NC=1C(=C(C=C(C1)F)N(S(=O)(=O)CCC)COCC[Si](C)(C)C)F